(S)-3-(tert-butyl)-N-(4-(6-(3,4-dimethylpiperazin-1-yl)pyrrolo[2,1-f][1,2,4]triazin-4-yl)-3-fluoro-2-methylbenzyl)-1,2,4-oxadiazole-5-carboxamide C(C)(C)(C)C1=NOC(=N1)C(=O)NCC1=C(C(=C(C=C1)C1=NC=NN2C1=CC(=C2)N2C[C@@H](N(CC2)C)C)F)C